(5S)-3-Bromo-5-[4-methyl-3-[[4-(trifluoromethyl)-2-pyridyl]oxy]phenyl]-4,5-dihydroisoxazole BrC1=NO[C@@H](C1)C1=CC(=C(C=C1)C)OC1=NC=CC(=C1)C(F)(F)F